Boc-Aminopentane Phenyl-Phosphite C1(=CC=CC=C1)OP(O)O.C(=O)(OC(C)(C)C)C(CCCC)N